(N-[4-Amino-5-[3-[(4,4-difluoro-1-piperidyl)methyl]isoxazol-5-carbonyl]thiazol-2-yl]-4-fluoroanilino)propanamid NC=1N=C(SC1C(=O)C1=CC(=NO1)CN1CCC(CC1)(F)F)N(C1=CC=C(C=C1)F)C(C(=O)N)C